C(CCNC([C@H](O)C(C)(C)CO)=O)(=O)O R-pantothenic acid